CC(CN1N=CC(=C1C(F)(F)F)C(=O)OCC)(C)C ethyl 1-(2,2-dimethylpropyl)-5-(trifluoromethyl)-1H-pyrazole-4-carboxylate